N-methyl-1,3-benzodioxolyl-butylamine CN(CCCC)C1OC2=C(O1)C=CC=C2